2-Amino-4-(butylamino)-6-(4-(morpholinylmethyl)benzyl)pyridin NC1=NC(=CC(=C1)NCCCC)CC1=CC=C(C=C1)CN1CCOCC1